C(C1CO1)OCCC[SiH2]CC(OCC)OCC γ-glycidoxypropyl-diethoxyethylsilane